1-(3-(5-Amino-2-chloro-4-fluoro-3-methylbenzoylamino)-4-(4-methylpiperazin-1-yl)phenyl)-1H-1,2,3-triazole-4-carboxylic acid methyl ester COC(=O)C=1N=NN(C1)C1=CC(=C(C=C1)N1CCN(CC1)C)NC(C1=C(C(=C(C(=C1)N)F)C)Cl)=O